(3S)-3-((2S,4R)-4-hydroxy-1-(3-methyl-2-(3-methylisoxazol-5-yl)butanoyl)pyrrolidine-2-carboxamido)-3-(4-(4-methylthiazol-5-yl)phenyl)propanoic acid O[C@@H]1C[C@H](N(C1)C(C(C(C)C)C1=CC(=NO1)C)=O)C(=O)N[C@@H](CC(=O)O)C1=CC=C(C=C1)C1=C(N=CS1)C